NC1(CCN(CC1)C1=CC=C(C=N1)C=1C=2N(C=C(C1)OCC)N=CC2C#N)CN2CCN(CC2)CC 4-(6-(4-amino-4-((4-ethylpiperazin-1-yl)methyl)piperidin-1-yl)pyridin-3-yl)-6-ethoxypyrazolo[1,5-a]pyridine-3-carbonitrile